S1C=C(C2=C1C=CC=C2)C2=NC1=C(C=CC(=C1C=C2)O[C@H](CC)C2=CC=CC=C2)CC 2-(1-Benzothiophen-3-yl)-8-ethyl-5-[(1R)-1-phenylpropoxy]quinoline